N1N=NC2=C1C=CC=N2 Azabenzotriazole